Cl.CN1N=C2C=CC(=CC2=C1)C=1C=C2C(=NC1)N=C(S2)NC2CCNCC2 6-(2-Methyl-2H-indazol-5-yl)-N-(piperidin-4-yl)[1,3]thiazolo[4,5-b]pyridin-2-amin-Hydrochlorid